C1(CC1)C=1C(=C(C=CC1)S(=O)C=1C(=NC(=NC1)C)C1=NOCC(N1)CC1=C(C=C(C=C1)C)C)F 3-{5-[(3-Cyclopropyl-2-fluorophenyl)sulfinyl]-2-methylpyrimidin-4-yl}-5-(2,4-dimethylbenzyl)-5,6-dihydro-4H-1,2,4-oxadiazine